FC(C(=O)[O-])(F)F.COC1=C(C=CC2=NC(=NC(=C2)C=CC2=C(C=CC=C2)OC)OCCCNC(=[NH2+])N)C=CC=C1 3-(4,6-bis(2-methoxystyryl)pyrimidin-2-oxy)propylguanidinium trifluoroacetate